Cl.N[C@H](CC1=C(C=2N=C(N=C(C2S1)NCC=1SC=CC1)Cl)C1=CC=CC=C1)C 6-[(2S)-2-aminopropyl]-2-chloro-7-phenyl-[(thiophen-2-yl)methyl]thieno[3,2-d]pyrimidin-4-amine hydrochloride